isononyl furan-2,5-dicarboxylate O1C(=CC=C1C(=O)[O-])C(=O)OCCCCCCC(C)C